FC(C(=O)O)(F)F.FC1(CNCCC1C1=CC=C2C(=NN(C2=C1)C)N1C(NC(CC1)=O)=O)F 1-[6-(3,3-difluoro-4-piperidinyl)-1-methyl-indazol-3-yl]hexahydropyrimidine-2,4-dione trifluoroacetate